3-((5-(benzyl(methyl)amino)pyrazolo[1,5-a]pyrimidin-6-yl)oxy)butan-2-one C(C1=CC=CC=C1)N(C1=NC=2N(C=C1OC(C(C)=O)C)N=CC2)C